BrCC1OC1 bromomethyl-oxirane